BrC1=C(C=CC(=C1)Br)NS(=O)(=O)C1=CC(=C(C2=CC=CC=C12)O)C(=O)O 4-(N-(2,4-dibromophenyl)sulfamoyl)-1-hydroxy-2-naphthoic acid